C1(CC1)C=1NC2=C(C=CC=C2C1C=O)OC 2-CYCLOPROPYL-7-METHOXY-1H-INDOLE-3-CARBOXALDEHYDE